(cis-3-(4-(4-(1-(pent-3-yl)-1H-pyrazol-4-yl)pyrazolo[1,5-a]pyrazin-6-yl)-1H-pyrazol-1-yl)cyclobutyl)methanol CCC(CC)N1N=CC(=C1)C=1C=2N(C=C(N1)C=1C=NN(C1)[C@H]1C[C@H](C1)CO)N=CC2